(4-ethylphenyl)sulfonyl-4-(1H-1,2,4-triazol-1-yl)-6-(trifluoromethoxy)quinoline C(C)C1=CC=C(C=C1)S(=O)(=O)C1=NC2=CC=C(C=C2C(=C1)N1N=CN=C1)OC(F)(F)F